FC(C)(F)C1=NC(=CC(=N1)NC1=CC(=NC=C1OC1CC(C1)F)NC(C)=O)CC N-(4-((2-(1,1-difluoroethyl)-6-ethylpyrimidin-4-yl)amino)-5-((1s,3s)-3-fluorocyclobutoxy)pyridin-2-yl)acetamide